3-methoxy-2-(4-(1-methyl-4-(trifluoromethyl)-1H-imidazol-2-yl)benzyl)pyridin-4-amine COC=1C(=NC=CC1N)CC1=CC=C(C=C1)C=1N(C=C(N1)C(F)(F)F)C